FC=1C=C(C(=CC1)C=1C(=CC(=CC1)F)O)O 4',4-difluoro-[1,1'-biphenyl]-2,2'-diol